(R)-(3-chloro-1-methyl-1H-1,2,4-triazol-5-yl)(4-(4-(trifluoromethyl)pyrazolo[1,5-a]pyridin-2-yl)-6,7-dihydro-1H-imidazo[4,5-c]pyridin-5(4H)-yl)methanone ClC1=NN(C(=N1)C(=O)N1[C@H](C2=C(CC1)NC=N2)C2=NN1C(C(=CC=C1)C(F)(F)F)=C2)C